S(=O)(=O)(C)ON1CCCCC1 Mesyloxypiperidin